ortho-cresolformaldehyde propyl-6-((1s,3s)-3-(5-((2,4-dimethoxybenzyl)amino)-7-methoxy-[1,2,4]triazolo[1,5-c]quinazolin-2-yl)-1-((methylsulfonyl)oxy)cyclobutyl)nicotinate C(CC)OC(C1=CN=C(C=C1)C1(CC(C1)C1=NN2C(=NC=3C(=CC=CC3C2=N1)OC)NCC1=C(C=C(C=C1)OC)OC)OS(=O)(=O)C)=O.C=1(C(=CC=CC1O)C=O)C